OC1=CC=C(C=C1)S(=O)(=O)O L-4-hydroxybenzenesulfonic acid